2-(5-iodo-4-methoxy-7H-pyrrolo[2,3-d]pyrimidin-7-yl)isonicotinonitrile IC1=CN(C=2N=CN=C(C21)OC)C=2C=C(C#N)C=CN2